CC=1OC(=CC1C(=O)NC1CCC(CC1)NC1=CC(=NC2=CC=CC=C12)C(F)(F)F)C 2,5-dimethyl-N-[(1s,4s)-4-{[2-(trifluoromethyl)quinolin-4-yl]amino}cyclohexyl]furan-3-carboxamide